C(C)(C)(C)OC(=O)N1CC2=C(N=C3C(=C2CC1)CN(C3)C(CC3CN(C3)C=3C=NC=CC3)=O)C 5-Methyl-2-[2-(1-pyridin-3-yl-azetidin-3-yl)-acetyl]-1,2,3,6,8,9-hexahydro-2,4,7-triaza-cyclopenta[a]naphthalene-7-carboxylic acid tert-butyl ester